5-bromo-N-[(3-chloro-4-fluorophenyl)-(5-methyl-4-methylsulfonyl-1H-imidazol-2-yl)methyl]-4-fluoropyridin-2-amine BrC=1C(=CC(=NC1)NC(C=1NC(=C(N1)S(=O)(=O)C)C)C1=CC(=C(C=C1)F)Cl)F